3-chloro-2,6-difluorobenzonitrile ClC=1C(=C(C#N)C(=CC1)F)F